N-isopropyl-N-(2-(7-methoxy-1H-indol-3-yl)ethyl)propan-2-amine C(C)(C)N(C(C)C)CCC1=CNC2=C(C=CC=C12)OC